FC1=C(C=CC=C1)NC(=O)C=1C(=CC=2N(C1)C=C(N2)C2CCOCC2)OC N-(2-fluorophenyl)-7-methoxy-2-(tetrahydro-2H-pyran-4-yl)imidazo[1,2-a]pyridine-6-carboxamide